C(C1=CC=CC=C1)OC(=O)N1C(CNCC1)(C1CCNCC1)C1=C(C=CC(=C1)OC)C 5-methoxy-2-methylphenyl-piperidin-4-yl-piperazine-1-carboxylic acid benzyl ester